CN1CCN(CC1)C=1C=C(C=CC1)C1=CC=CC=C1 3'-(4-methylpiperazin-1-yl)-[1,1'-biphenyl]